methylglycine diacetate CC(=O)O.CC(=O)O.CNCC(=O)O